3-(2-chloro-6-methyl-4-pyridinyl)-2-(3-cyanophenyl)pyrazolo[1,5-a]pyrimidine-5-carboxamide ClC1=NC(=CC(=C1)C=1C(=NN2C1N=C(C=C2)C(=O)N)C2=CC(=CC=C2)C#N)C